FC1CCN(CC1)C(=O)[O-] 4-fluoro-piperidine-1-carboxylate